N[C@@H](CCC(=O)O)C(=O)SCCNC(CCNC([C@@H](C(COP(OP(OC[C@@H]1[C@H]([C@H]([C@@H](O1)N1C=NC=2C(N)=NC=NC12)O)OP(=O)(O)O)(=O)O)(=O)O)(C)C)O)=O)=O glutamyl-coA